3-((4-(tertiary butyl)benzyl)thio)-6-chloro-2-(1-methyl-3-phenyl-1H-1,2,4-triazol-5-yl)pyridine C(C)(C)(C)C1=CC=C(CSC=2C(=NC(=CC2)Cl)C2=NC(=NN2C)C2=CC=CC=C2)C=C1